CC(CCCN1CCNCC1)C 4-methyl-1-piperazinopentane